COC(=O)C1=CC(=NN1COCC[Si](C)(C)C)C(=O)O 5-(methoxycarbonyl)-1-((2-(trimethylsilyl)ethoxy)methyl)-1H-pyrazole-3-carboxylic acid